C(CCC)[N+](CCO)(CCO)CCO N-butyl-N,N,N-tris(2-hydroxyethyl)ammonium